ClN=C1C(=CC(C=C1Cl)=O)Cl 2,6-dichlorobenzoquinone-chloroimine